5-(3-(2-chloro-4-fluorophenyl)morpholino)-N-((R,E)-4-(methylsulfonyl)but-3-en-2-yl)pyrazine-2-carboxamide ClC1=C(C=CC(=C1)F)C1COCCN1C=1N=CC(=NC1)C(=O)N[C@H](C)\C=C\S(=O)(=O)C